FC=1C=CC(=C(C(=O)N(C)C(C)C)C1)N1C=C(C=2C1=CN=CC2)C2CCN(CC2)CCC2=CC(=CC=C2)C(NC)=O 5-fluoro-N-isopropyl-N-methyl-2-(3-(1-(3-(methylcarbamoyl)phenethyl)piperidin-4-yl)-1H-pyrrolo[2,3-c]pyridin-1-yl)benzamide